C(CC)[Al]Cl n-propylaluminium monochloride